4-Mercaptophenylacetic acid SC1=CC=C(C=C1)CC(=O)O